FC=1C(=NC(=NC1)N[C@@H]1C[C@@H](CCC1)C(=O)OC(C)(C)C)C1=CC(=CC=C1)N1C(OCCC1)=O tert-butyl (1R,3S)-3-((5-fluoro-4-(3-(2-oxo-1,3-oxazinan-3-yl)phenyl)pyrimidin-2-yl)amino)cyclohexane-1-carboxylate